ClC=1C=CC(=C(C1)C=1C=C(C=2OCCN(C2N1)C(=O)OC(C)(C)C)C=1C=NC=C(C1)NC(CCN1CC(N(CC1)C)=O)=O)F Tert-Butyl 6-(5-chloro-2-fluorophenyl)-8-{5-[3-(4-methyl-3-oxopiperazin-1-yl)propanamido]pyridin-3-yl}-2H,3H,4H-pyrido[3,2-b][1,4]oxazine-4-carboxylate